3-Cyclopropyl-3-[4-(7H-pyrrolo[2,3-d]pyrimidin-4-yl)-pyrazol-1-yl]-propionitrile C1(CC1)C(CC#N)N1N=CC(=C1)C=1C2=C(N=CN1)NC=C2